ClC1=C(OC[C@@H](CO)O)C(=CC(=C1)S(=O)(=O)C1=CC=C(C=C1)OC[C@H](CCl)O)Cl (R)-3-(2,6-dichloro-4-((4-((R)-3-chloro-2-hydroxypropoxy)phenyl)sulfonyl)phenoxy)propane-1,2-diol